ClC=1C=C(C=C2C(=C(C=NC12)C#N)NC=1C=NC(=C(C1)F)F)N[C@H](C=1N=NNC1)C=1C(=NC=CC1)F (S)-8-chloro-4-((5,6-difluoropyridin-3-yl)amino)-6-(((2-fluoropyridin-3-yl)(1H-1,2,3-triazol-4-yl)methyl)amino)quinoline-3-carbonitrile